ClC1=C(C=C(C(=C1)F)C1=NC=NC2=CC(=CC=C12)N1CCOCC1)C(=O)C=1N=NC(=CC1)Cl [2-Chloro-4-fluoro-5-(7-morpholin-4-ylquinazolin-4-yl)phenyl]-(6-chloropyridazin-3-yl)methanone